methyl-5-(4-(1-(4-chloro-3-fluorophenyl)-3,3-dimethyl-2,3-dihydro-1H-pyrrolo[3,2-b]pyridine-5-carbonyl)-3,3-dimethylpiperazin-1-yl)nicotinic acid CC1=C(C(=O)O)C=C(C=N1)N1CC(N(CC1)C(=O)C1=CC=C2C(=N1)C(CN2C2=CC(=C(C=C2)Cl)F)(C)C)(C)C